[Na-2].C1(=CC(=CC2=CC=CC=C12)CCCCCCCC\C=C/CCCCCCCC(=O)[O-])CCCCCCCC\C=C/CCCCCCCC(=O)[O-] 3-naphthalenedioleate sodium (2-)